C(CC)C(C(=O)O)=CC=C 2-propyl-2,4-pentadienoic acid